[Cu-]=O copper(I)-oxide